CN1C(=CC=C1)C=1C=C2CC3(C(NC2=CC1)=O)CN(CC3)C#N 6'-(1-methyl-1H-pyrrol-2-yl)-2'-oxo-1',4'-dihydro-2'H-spiro[pyrrolidine-3,3'-quinoline]-1-carbonitrile